[2-[3-(2-chlorophenyl)-4-cyano-pyrrol-1-yl]-1-methyl-propyl] (2S)-2-[(3-hydroxy-4-methoxy-pyridine-2-carbonyl) amino]propanoate OC=1C(=NC=CC1OC)C(=O)N[C@H](C(=O)OC(C(C)N1C=C(C(=C1)C#N)C1=C(C=CC=C1)Cl)C)C